ClC=1N=CC2=C(N1)N(CC21CC1)C=1C=CC(=NC1)N1CCOCC1 4-(5-(2'-chlorospiro[cyclopropane-1,5'-pyrrolo[2,3-d]pyrimidin]-7'(6'H)-yl)pyridin-2-yl)morpholine